copper bis(ethylenediamine) bis(dodecylbenzenesulfonate) C(CCCCCCCCCCC)C1=C(C=CC=C1)S(=O)(=O)[O-].C(CCCCCCCCCCC)C1=C(C=CC=C1)S(=O)(=O)[O-].C(CN)N.C(CN)N.[Cu+2]